2-hydroxyethane-1-sulfonyl chloride OCCS(=O)(=O)Cl